COC[C@@H](C)NCC1=NC=C(C=C1)C(F)(F)F (R)-1-methoxy-N-((5-(trifluoromethyl)pyridin-2-yl)methyl)propan-2-amine